C1(CCCCC1)[C@@H](C(=O)NC1=CC=C(C=C1)C=1C(=NNC1C)C)NC(=O)N1CCCC1 N-[(1S)-1-cyclohexyl-2-[4-(3,5-dimethyl-1H-pyrazol-4-yl)anilino]-2-oxo-ethyl]pyrrolidine-1-carboxamide